CC(=O)N[C@@H]1[C@H]([C@H]([C@H](O[C@H]1O)COS(=O)(=O)O)O)O[C@H]2[C@@H]([C@H]([C@@H]([C@H](O2)C(=O)O)O)O)O The molecule is a chondroitin sulfate in which the site of sulfation is carbon 6 of the N-acetylgalactosamine (GalNAc) sugar. It is a conjugate acid of a chondroitin 6'-sulfate anion.